4-(cyclopentylamino)-2-((2-methoxy-4-(1-(oxetan-3-yl)-4-oxido-1,4-azaphosphinan-4-yl)phenyl)amino)-7H-pyrrolo[2,3-d]pyrimidine-5-carbonitrile C1(CCCC1)NC=1C2=C(N=C(N1)NC1=C(C=C(C=C1)P1(CCN(CC1)C1COC1)=O)OC)NC=C2C#N